COC1=CC2=C(C(=CC=3C(C=4C=C(C=CC4C23)[Si](C)(C)C)(C)C)O)C=C1OC 2,3-dimethoxy-7,7-dimethyl-9-trimethylsilyl-7H-benzo[C]fluoren-5-ol